ICC(COCC1=C(C=CC=C1)C)=O 1-iodo-3-((2-methylbenzyl)oxy)propan-2-one